ClC=1C(=CC2=C(C[C@](O2)(C2=CC=CC=C2)CNC2CCC(CC2)(C)O)C1C1=C(C(=O)N)C=CC(=C1F)OCC1=NC=CC=N1)F 2-((2S,4S)-5-chloro-6-fluoro-2-((((cis)-4-hydroxy-4-methylcyclohexyl)amino)methyl)-2-phenyl-2,3-dihydrobenzofuran-4-yl)-3-fluoro-4-(pyrimidin-2-ylmethoxy)benzamide